3,6-DICHLOROCYANOPYRAZINE thulium [Tm].ClC=1C(=NC(=CN1)Cl)C#N